3-Isopentenyl-2-{2-[3'-trifluoromethyl-(1,1'-biphenyl)-3-yl]-2-oxoethyl}-4-methoxysalicylic acid C(CC(=C)C)C=1C(C(C(=O)O)C=CC1OC)(O)CC(=O)C=1C=C(C=CC1)C1=CC(=CC=C1)C(F)(F)F